3-Chloro-6-(pyridin-4-yl)pyridazine tert-butyl-3a-(2,2-difluoroethyl)-2-oxohexahydrooxazolo[4,5-c]pyridine-5(4H)-carboxylate C(C)(C)(C)OC(=O)N1CC2(C(CC1)OC(N2)=O)CC(F)F.ClC=2N=NC(=CC2)C2=CC=NC=C2